ClC1=NC=C2NC(N(C2=N1)[C@@H]1COCC1)=O (S)-2-chloro-9-(tetrahydrofuran-3-yl)-7,9-dihydro-8H-purin-8-one